C(C)(C)[C@@H]1[C@H](C[C@H](CC1)C)OCCCCCCCSC1=C2CN(C(C2=CC=C1)=O)C1C(NC(CC1)=O)=O 3-(4-((7-(((1S,2R,5S)-2-isopropyl-5-methylcyclohexyl)oxy)heptyl)thio)-1-oxoisoindolin-2-yl)piperidine-2,6-dione